ethyl 7-hydroxy-5-phenylpyrazolo[1,5-a]pyrimidine-2-carboxylate OC1=CC(=NC=2N1N=C(C2)C(=O)OCC)C2=CC=CC=C2